1-(3-(tert-butyl)isoxazol-5-yl)-3-(2-(methylthio)-4-((3-oxo-3,4-dihydropyrido[2,3-b]pyrazin-8-yl)oxy)phenyl)urea C(C)(C)(C)C1=NOC(=C1)NC(=O)NC1=C(C=C(C=C1)OC1=CC=NC=2NC(C=NC21)=O)SC